4-[[(2S,3S,4S,5S)-3-[2-[(3,3-Difluorocyclobutyl)methoxy]-3,4-difluoro-phenyl]-4,5-dimethyl-5-(trifluoromethyl)tetrahydrofuran-2-carbonyl]amino]pyridin-2-carboxamid FC1(CC(C1)COC1=C(C=CC(=C1F)F)[C@H]1[C@H](O[C@@]([C@H]1C)(C(F)(F)F)C)C(=O)NC1=CC(=NC=C1)C(=O)N)F